8-{2-[2-(7-methylquinoline-8-sulfonamido)phenyl]ethynyl}-1H,2H,3H,4H-pyrido[3,4-b]pyrazine-5-carboxylic acid CC1=CC=C2C=CC=NC2=C1S(=O)(=O)NC1=C(C=CC=C1)C#CC1=CN=C(C=2NCCNC21)C(=O)O